racemic-3-(3,5-difluorophenyl)-7-methyl-2-(methyl-d3)-4,5,6,7-tetrahydro-2H-pyrazolo[3,4-c]pyridine FC=1C=C(C=C(C1)F)C=1N(N=C2[C@H](NCCC21)C)C([2H])([2H])[2H] |r|